C(CCC)[Sn](C1=CC=2C(=NC=CC2)S1)(CCCC)CCCC 2-(tributylstannyl)thieno[2,3-b]pyridine